Cl.Cl.C1(=CC=CC2=CC=CC=C12)O naphthalenol dihydrochloride